CC1=CC=C(C=C1)C1=C(C(=NN1C1=CC=C(C=C1)F)C(F)F)C#N 5-(4-methylphenyl)-1-(4-fluorophenyl)-3-difluoromethyl-1H-pyrazole-4-carbonitrile